ClC1=C(C=C(C=C1)C=1C2(C3=CC=CC=C3C1)CCC(CC2)=O)C 2'-(4-chloro-3-methylphenyl)spiro[cyclohexane-1,1'-indene]-4-one